C(C)[C@]1(C(OCC2=C(N=CC=C21)OC)=O)O (S)-4-ethyl-4-hydroxy-8-methoxy-1,4-dihydro-3H-pyrano[3,4-c]pyridin-3-one